naphthyridine-6(2H)-carboxamide N1CC=CC2=CC(=CN=C12)C(=O)N